3-ethoxy-1-adamantyl methacrylate C(C(=C)C)(=O)OC12CC3(CC(CC(C1)C3)C2)OCC